Ethyl 1-(4-(methyl(3-((4-sulfamoyl-2-((trifluoromethyl)sulfonyl)phenyl)amino)propyl)amino)phenyl)piperidine-4-carboxylate CN(C1=CC=C(C=C1)N1CCC(CC1)C(=O)OCC)CCCNC1=C(C=C(C=C1)S(N)(=O)=O)S(=O)(=O)C(F)(F)F